N,N-diethylamino-triethoxysilane C(C)N(CC)[Si](OCC)(OCC)OCC